(R)-4-methyl-N-(1-(5-(2-((methylamino)methyl)phenyl)thiophen-2-yl)ethyl)-7-morpholinophthalazin-1-amine CC1=NN=C(C2=CC(=CC=C12)N1CCOCC1)N[C@H](C)C=1SC(=CC1)C1=C(C=CC=C1)CNC